COC=1C=C(C=C(C1)OC)CCC1=CC(=NN1)NC(=O)C1=CC=C(C=C1)N1C[C@H](N([C@H](C1)C)CCCN1C[C@@H](C(C1)(C)C)NC(OC(C)(C)C)=O)C tert-butyl N-[(3R)-1-{3-[(2R,6S)-4-[4-({5-[2-(3,5-dimethoxyphenyl)ethyl]-1H-pyrazol-3-yl}carbamoyl)phenyl]-2,6-dimethylpiperazin-1-yl]propyl}-4,4-dimethylpyrrolidin-3-yl]carbamate